N-(3-fluoro-4-methyl-5-((3-(9-(tetrahydro-2H-pyran-2-yl)-9H-purin-6-yl)pyridin-2-yl)amino)phenyl)-4-(trifluoromethyl)picolinamide FC=1C=C(C=C(C1C)NC1=NC=CC=C1C1=C2N=CN(C2=NC=N1)C1OCCCC1)NC(C1=NC=CC(=C1)C(F)(F)F)=O